5-chloro-N-(3-cyano-4-methyl-1H-indol-7-yl)-1-(2-hydroxy-2-methyl-propyl)pyrazole-4-sulfonamide ClC1=C(C=NN1CC(C)(C)O)S(=O)(=O)NC=1C=CC(=C2C(=CNC12)C#N)C